BrC=1C=NC=2CCN(CC2C1)C1=C(C=C(C=N1)C(=O)OC)C methyl 6-(3-bromo-7,8-dihydro-5H-1,6-naphthyridin-6-yl)-5-methyl-pyridine-3-carboxylate